C(C)(C)(C)OC(=O)N1CC=2N(C[C@@H]1C)N=CC2N[C@H](C(=O)OC)C (6S)-3-[[(1S)-2-methoxy-1-methyl-2-oxo-ethyl]amino]-6-methyl-6,7-dihydro-4H-pyrazolo[1,5-a]pyrazine-5-carboxylic acid tert-butyl ester